6-(2-methyl-4-nitrophenoxy)-1H-indole-1-carboxylic acid tert-butyl ester C(C)(C)(C)OC(=O)N1C=CC2=CC=C(C=C12)OC1=C(C=C(C=C1)[N+](=O)[O-])C